N-(Aminoiminiomethyl)-N-methyl-glycine N[NH+]=CN(CC(=O)O)C